C(C)C=1SC(=CN1)[S@@](=O)(N)=NC(NC1=C2C(=NC3=C1CCC3)[C@@H](CC2)C)=O (R)-2-ethyl-N'-(((R)-3-methyl-1,2,3,5,6,7-hexahydrodicyclopenta[b,e]pyridin-8-yl)carbamoyl)thiazole-5-sulfonimidamide